tert-butyl 6-((4-methoxybenzyl) thio)-3H-imidazo[4,5-b]pyridine-3-carboxylate COC1=CC=C(CSC=2C=C3C(=NC2)N(C=N3)C(=O)OC(C)(C)C)C=C1